(E)-1,1,1,3,5,5,5-heptafluoro-2-pentene FC(\C=C(/CC(F)(F)F)\F)(F)F